allyl ethoxy di(methyl benzoate) CC1=C(C(=O)OCC=C)C=CC=C1.CC1=C(C(=O)OOCC)C=CC=C1